N-{4-[1-(3-Hydroxy-cyclohexyl)-1H-pyrazolo[4,3-c]pyridin-3-yl]-benzyl}-2-methoxy-benzamide OC1CC(CCC1)N1N=C(C=2C=NC=CC21)C2=CC=C(CNC(C1=C(C=CC=C1)OC)=O)C=C2